BrC1=C(C=C(C=C1F)S(=O)(=O)N1CCC(CC1)CNC(CCl)=O)F N-((1-((4-Bromo-3,5-difluorophenyl)sulfonyl)piperidin-4-yl)methyl)-2-chloroacetamide